S1C=NC2=C1C=C(C=C2)\C=C\2/N=C(NC2=O)NC[C@@H](CC2=CC=CC=C2)O |r| (±)-(4Z)-4-(1,3-benzothiazol-6-ylmethylene)-2-[(2-hydroxy-3-phenyl-propyl)amino]-1H-imidazol-5-one